COC(CC(=C)C(N[C@H](C(=O)N)CC1=CC=CC=C1)=O)=O (S)-3-((1-amino-1-oxo-3-phenylpropan-2-yl)carbamoyl)but-3-enoic acid methyl ester